FC(C(=O)O)(F)F.N[C@@H](C(C)(O)C)C1CC1 (R)-1-amino-1-cyclopropyl-2-methylpropan-2-ol 2,2,2-trifluoroacetate